ClC=1C=C2C(=NC=NC2=CC1C1=C(C(=CC=C1OC)F)F)N1CCN(CC1)C(C=C)=O 1-(4-(6-chloro-7-(2,3-difluoro-6-methoxyphenyl)quinazolin-4-yl)piperazin-1-yl)prop-2-en-1-one